FC=1C=C(C=C(C1F)F)OC(=S)C1=C(C=C(C=C1F)C1=C(C=C(C=C1)C1=CC=C(C=C1)CCC)F)F 3,5,2'-trifluoro-4''-propyl-[1,1':4',1'']Terphenyl-4-thiocarboxylic acid-3,4,5-trifluorophenyl ester